C(C(C)C)(=O)N1[C@@H](CN(CC1)C1=CC(=CC=2N(C(NC21)=O)C=2SC(=NN2)C(F)F)S(=O)(=O)NC2(COC2)CF)C 4-[(R)-4-isobutyryl-3-methyl-1-piperazinyl]-1-[5-(difluoromethyl)-1,3,4-thiadiazol-2-yl]-6-[3-(fluoromethyl)-3-oxetanylaminosulfonyl]-1,3-dihydro-1,3-benzimidazol-2-one